5-phenyl-N-[6-(trifluoromethyl)-3-pyridinyl]-1H-pyrrole-3-sulfonamide C1(=CC=CC=C1)C1=CC(=CN1)S(=O)(=O)NC=1C=NC(=CC1)C(F)(F)F